FC=1C(=C(C=CC1F)[C@H]1[C@@H](N[C@]([C@H]1C)(C(F)(F)F)C)C(=O)NC1=CC(=NC=C1)C(NOC)=O)OC([2H])([2H])[2H] (2R,3S,4S,5R)-3-(3,4-difluoro-2-(methoxy-d3)phenyl)-N-(2-(N-methoxycarbamoyl)pyridin-4-yl)-4,5-dimethyl-5-(trifluoromethyl)pyrrolidine-2-carboxamide